C(C)C1=C(C=CC(=C1C)OCC)O 2-Ethyl-3-methyl-4-ethoxy-phenol